[C@@H]12N(C[C@@H](NC1)C2)C=2C=CC=1N=CN=C(C1N2)NC2=C(C(=C(C=C2)OC2(CC2)C)Cl)F 6-((1S,4S)-2,5-diazabicyclo[2.2.1]heptan-2-yl)-N-(3-chloro-2-fluoro-4-(1-methylcyclopropoxy)phenyl)pyrido[3,2-d]pyrimidin-4-amine